2-(4-(phenylmethyloxy)-3-methoxyphenyl)-N-(3-bromophenyl)acetamide C1(=CC=CC=C1)COC1=C(C=C(C=C1)CC(=O)NC1=CC(=CC=C1)Br)OC